5-fluoro-2-((4-fluoro-2-methylphenyl)amino)-N-(6-methoxy-2-methylpyridin-3-yl)-4-(trifluoromethoxy)benzamide FC=1C(=CC(=C(C(=O)NC=2C(=NC(=CC2)OC)C)C1)NC1=C(C=C(C=C1)F)C)OC(F)(F)F